C(C[Ge])C(=O)O.O 3-oxygermylpropionic acid